NC1=C2C(=NC=N1)N(N=C2C2=CC=C(C=C2)OC2=CC=CC=C2)C2CCN(CC2)CC2=CC=C(C=N2)N2C(NC(CC2)=O)=O 1-(6-((4-(4-amino-3-(4-phenoxyphenyl)-1H-pyrazolo[3,4-d]pyrimidin-1-yl)piperidin-1-yl)methyl)pyridin-3-yl)dihydropyrimidine-2,4(1H,3H)-dione